BrC=1C=CC2=C(C(OC2CCOC[2H])=O)C1 6-Bromo-3-(2-deuteromethoxyethyl)-1,3-dihydro-2-benzofuran-1-one